BrC1=CC=C(C=2CC(OC21)(C)C)C[C@@H]2N=C([C@H](N=C2OC)C(C)C)OC (2S,5R)-2-((7-bromo-2,2-dimethyl-2,3-dihydrobenzofuran-4-yl)methyl)-5-isopropyl-3,6-dimethoxy-2,5-dihydropyrazine